C(C=C)OCCNC(=O)OCC allyloxyethyl-urethane